O1N=C(C=C1)COC1=C(C=C2C=NN(C2=C1)COCC[Si](C)(C)C)C(C)=O 1-(6-(isoxazol-3-ylmethoxy)-1-((2-(trimethylsilyl)ethoxy)methyl)-1H-indazol-5-yl)ethan-1-one